NCCC[Si](OC)(OC)C 3-aminopropylmethyldimethoxysilane